COC1=CC=C(C=C1)[C@H](C)NC(CN1N=CC=2N(C1=O)C=CC2)=O (S)-N-(1-(4-methoxyphenyl)ethyl)-2-(4-oxopyrrolo[1,2-d][1,2,4]triazin-3(4H)yl)acetamide